(S)-2-chloro-N-(4-chloro-2-fluoro-3-((3-(2-(piperidin-3-ylamino)pyrimidin-4-yl)pyridin-2-yl)oxy)phenyl)benzenesulfonamide ClC1=C(C=CC=C1)S(=O)(=O)NC1=C(C(=C(C=C1)Cl)OC1=NC=CC=C1C1=NC(=NC=C1)N[C@@H]1CNCCC1)F